tert-butyl N-[(E)-{[(tert-butoxy)carbonyl]imino}(1H-pyrazol-1-yl)methyl]carbamate C(C)(C)(C)OC(=O)\N=C(/NC(OC(C)(C)C)=O)\N1N=CC=C1